tris(2-ethyl-3,3-dimethylbutyl)aluminum C(C)C(C[Al](CC(C(C)(C)C)CC)CC(C(C)(C)C)CC)C(C)(C)C